(R)-N-(2-(quinolin-2-yl)-1-(4-(trifluoromethyl)phenyl)ethyl)acetamide N1=C(C=CC2=CC=CC=C12)C[C@H](C1=CC=C(C=C1)C(F)(F)F)NC(C)=O